1-(3-(5-(2-fluoro-6-hydroxyphenyl)-3-(phenylamino)-2H-indazol-2-yl)piperidin-1-yl)prop-2-en-1-one FC1=C(C(=CC=C1)O)C1=CC2=C(N(N=C2C=C1)C1CN(CCC1)C(C=C)=O)NC1=CC=CC=C1